C(C)C([N+](CCOC)(C)C)CC diethyltrimethyl(2-methoxyethyl)ammonium